F[C@H]1S(C2=C(CN(C1)C)C=CC(=C2)C(=O)OC)(=O)=O methyl (S)-2-fluoro-4-methyl-2,3,4,5-tetrahydrobenzo[f][1,4]thiazepine-8-carboxylate 1,1-dioxide